4-(4,4,5,5-tetramethyl-1,3,2-dioxaborolan-2-yl)benzaldehyde CC1(OB(OC1(C)C)C1=CC=C(C=O)C=C1)C